tert-butyl 5-methyl-4-nitro-indazole-1-carboxylate CC=1C(=C2C=NN(C2=CC1)C(=O)OC(C)(C)C)[N+](=O)[O-]